2-((4,7,10-tris(carboxymethyl)-1,4,7,10-tetraazacyclododecan-1-yl)methyl)quinoline 1-oxide C(=O)(O)CN1CCN(CCN(CCN(CC1)CC(=O)O)CC(=O)O)CC1=[N+](C2=CC=CC=C2C=C1)[O-]